(3S,4s)-3-((S)-9-fluoro-5H-imidazo[5,1-a]isoindol-5-yl)tetrahydro-2H-pyran-4-ol FC=1C=CC=C2[C@@H](N3C(C12)=CN=C3)[C@H]3COCC[C@@H]3O